FC(COC1=NC=CC(=C1)CNC(=O)NC1CC(C1)C(F)(F)F)CF 1-[[2-(2,3-difluoropropoxy)pyridin-4-yl]methyl]-3-[(1r,3r)-3-(trifluoro-methyl)cyclobutyl]urea